2-methoxy-2-methyl-1-(4-methyldiethoxysilylbutyl)-1-aza-2-silacyclopentane CO[Si]1(N(CCC1)CCCC[Si](OCC)(OCC)C)C